C(C)(C)(C)OC(NCCOC1=C(C=C(C=C1)F)C(C)O)=O (2-[4-fluoro-2-(1-hydroxy-ethyl)-phenoxy]-ethyl)-carbamic acid tert-butyl ester